ClC1=CC=C(C(=N1)C=1C=CC(=C(C=O)C1)B1OC(C(O1)(C)C)(C)C)NC(C)C=1C=C(C=C2C(C(=C(OC12)N1CCOCC1)C)=O)C 5-(6-chloro-3-((1-(3,6-dimethyl-2-morpholino-4-oxo-4H-chromen-8-yl)ethyl)amino)pyridin-2-yl)-2-(4,4,5,5-tetramethyl-1,3,2-dioxaborolan-2-yl)benzaldehyde